6-[4-fluoro-2-(piperidin-4-yl)-1,3-benzothiazol-6-yl]-2-methylimidazo[1,2-b]pyridazine-8-carboxamide trifluoroacetate FC(C(=O)O)(F)F.FC1=CC(=CC2=C1N=C(S2)C2CCNCC2)C=2C=C(C=1N(N2)C=C(N1)C)C(=O)N